O[C@@H]1[C@H](O[C@H]([C@@H]1O)N1C2=NC(=NC(=C2N=C1)NCC1=CC(=CC=C1)OC)C=1C=NC=C(C1)C)C(=O)NC (2s,3s,4r,5r)-3,4-dihydroxy-5-(6-((3-methoxybenzyl)amino)-2-(5-methylpyridin-3-yl)-9H-purin-9-yl)-N-methyltetrahydrofuran-2-carboxamide